cadaverine disodium salt [Na].[Na].NCCCCCN